N-(2-((tert-butylsulfinyl)amino)-2-(2-isopropylphenyl)ethyl)-4-methylbenzenesulfonamide C(C)(C)(C)S(=O)NC(CNS(=O)(=O)C1=CC=C(C=C1)C)C1=C(C=CC=C1)C(C)C